CN1C(C=C(C=C1)COC1=NC=CC(=C1)C#N)=O 2-[(1-methyl-2-oxo-4-pyridinyl)methoxy]pyridine-4-carbonitrile